ethyl 4,6-dichloro-5-nitropyridine-3-carboxylate ClC1=C(C=NC(=C1[N+](=O)[O-])Cl)C(=O)OCC